benzylisocyanate C(C1=CC=CC=C1)N=C=O